O1C(CCC1)=N dihydrofuran-2(3H)-imine